S1SSC(=C1)C(=O)[O-] tri-thiolate